FC=1C=C(C=C(C1)F)C=1C=C2C=CN(C2=C(C1)C(=O)N[C@@H](C)C1=CC=C(C(=O)O)C=C1)CC1=CC(=CC=C1)C(F)(F)F (S)-4-(1-(5-(3,5-difluorophenyl)-1-(3-(trifluoromethyl)benzyl)-1H-indole-7-carboxamido)ethyl)benzoic acid